ClC1=CC=CC2=C1N(C(S2)=O)CC(=O)OCCN(C)C 2-(dimethylamino)ethyl 2-(4-chloro-2-oxobenzo[d]thiazol-3(2H)-yl)acetate